3,5-bis(trifluoromethyl)-N-(1-(1-(4,6,6-trimethyl-5-oxo-5,6-dihydro-4H-1,3,4-thiadiazin-2-yl)-1H-1,2,4-triazol-5-yl)ethyl)benzamide FC(C=1C=C(C(=O)NC(C)C2=NC=NN2C=2SC(C(N(N2)C)=O)(C)C)C=C(C1)C(F)(F)F)(F)F